N-(phosphonomethyl)iminodiacetic acid hydrate O.P(=O)(O)(O)CN(CC(=O)O)CC(=O)O